2-methyl-5-((2-((4,5,6,7-tetrahydropyrazolo[1,5-a]pyridin-3-yl)amino)-5-(trifluoromethyl)pyrimidin-4-yl)amino)-3,4-dihydroisoquinolin-1(2H)-one CN1C(C2=CC=CC(=C2CC1)NC1=NC(=NC=C1C(F)(F)F)NC=1C=NN2C1CCCC2)=O